C(C)(=O)C1=C(SC2=C1N=C(N(C2=O)C)N2CCCCC2)C 7-acetyl-2-(hexahydropyridin-1-yl)-3,6-dimethyl-3,4-dihydrothieno[3,2-d]pyrimidin-4-one